(E)-2-styryl-1'-((2-(trimethylsilyl)ethoxy)methyl)-6,7-dihydro-4H-spiro[benzo[d]oxazol-5,3'-pyrrolo[2,3-b]pyridin]-2'(1'H)-one C(=C\C1=CC=CC=C1)/C=1OC2=C(N1)CC1(C(N(C3=NC=CC=C31)COCC[Si](C)(C)C)=O)CC2